BrC1=CC=C(CC=2OC=NN2)C=C1 (4-bromobenzyl)-1,3,4-oxadiazole